CC1(OC2=C(C=C(C=C2C=C1)C=CC(=O)NC1=CC=C(C=C1)OC)C=1C=NC=CC1)C 3-[2,2-dimethyl-8-(pyridin-3-yl)-2H-chromen-6-yl]-N-(4-methoxyphenyl)acrylamide